FC(C=1C(=CNC(C1)=O)C(=O)NC=1C(=CC(=C(C1)C=1CN(CC1)C(=O)OC1(CCC1)C)F)N1C[C@@H](N([C@@H](C1)C)C)C)F 1-Methylcyclobutyl 3-(5-(4-(difluoromethyl)-6-oxo-1,6-dihydropyridine-3-carboxamido)-2-fluoro-4-((3S,5R)-3,4,5-trimethylpiperazin-1-yl)phenyl)-2,5-dihydro-1H-pyrrole-1-carboxylate